(1-cyclopropyl-6-fluoro-1H-indol-4-yl)-6,7-dimethoxy-4-(piperidine-1-carbonyl)-1,2-dihydroisoquinolin-1-one C1(CC1)N1C=CC2=C(C=C(C=C12)F)N1C(C2=CC(=C(C=C2C(=C1)C(=O)N1CCCCC1)OC)OC)=O